ClC=1C=C(C=CC1C#N)C1N(CCC(C1)OC)C(=O)OCC1=CC=CC=C1 benzyl 2-(3-chloro-4-cyanophenyl)-4-methoxypiperidine-1-carboxylate